1-(2-hydroxy-5-(3-methoxypropyl)pyridin-3-yl)piperidine-4-carbonitrile OC1=NC=C(C=C1N1CCC(CC1)C#N)CCCOC